3-(7-bromo-2-phenyl-1H-indol-3-yl)-N-[(3S,4R)-4-hydroxy-2-oxo-pyrrolidin-3-yl]propionamide BrC=1C=CC=C2C(=C(NC12)C1=CC=CC=C1)CCC(=O)N[C@@H]1C(NC[C@H]1O)=O